CC(C)(CCC[C@@H](C)[C@H]1CC[C@H]2[C@@H]3CC=C4[C@@H]([C@H](CC[C@]4(C)[C@H]3CC[C@]12C)O)O)O Cholesta-5(6)-ene-3β,4α,25-triol